C1(CCC1)OC(CC)=O Cyclobutylpropionate